(4S)-4-Cyclopropyl-2-(diethoxyphosphoryl)-4-((4-methylphenyl)sulfonamido)butanoic acid C1(CC1)[C@H](CC(C(=O)O)P(=O)(OCC)OCC)NS(=O)(=O)C1=CC=C(C=C1)C